N-(6-aminopyridin-2-yl)-17-azido-3,6,9,12,15-pentaoxaheptadecanamide NC1=CC=CC(=N1)NC(COCCOCCOCCOCCOCCN=[N+]=[N-])=O